tert-Butyl 4-(4-(2-(2,6-dioxopiperidin-3-yl)-1-oxoisoindolin-5-yl)-1H-1,2,3-triazol-1-yl)piperidine-1-carboxylate O=C1NC(CCC1N1C(C2=CC=C(C=C2C1)C=1N=NN(C1)C1CCN(CC1)C(=O)OC(C)(C)C)=O)=O